2-((4R)-4-((3R,7S,8R,9S,10S,13R,14S,17R)-3,7-dihydroxy-10,13-dimethylhexadecahydro-1H-cyclopenta[a]phenanthren-17-yl)pentanamido)ethanesulfonic acid O[C@@H]1CC[C@@]2([C@H]3CC[C@@]4([C@H](CC[C@H]4[C@@H]3[C@H](CC2C1)O)[C@@H](CCC(=O)NCCS(=O)(=O)O)C)C)C